CN1C(N(C2=C1C(=CC=C2)N2CCC(CC2)N(CC2CCC(CC2)N2N=C(C(=C2)[N+](=O)[O-])S(=O)(=O)C)C)C2C(NC(CC2)=O)=O)=O 3-[3-methyl-4-[4-[methyl-[[4-(3-methylsulfonyl-4-nitro-pyrazol-1-yl)cyclohexyl]methyl]amino]-1-piperidyl]-2-oxo-benzimidazol-1-yl]piperidine-2,6-dione